trifluoro-propyl-trimethoxysilane FC(O[Si](OC)(OC)CCC)(F)F